2-(hydroxymethyl)cyclopent-2-en-1-one OCC=1C(CCC1)=O